NC1=NC2=C(C=3N1N=C(N3)C=3OC=CC3)SC(N2CCN2CCN(CC2)C2=CC3=CC(N=C3C=C2F)=O)=O 5-amino-3-(2-(4-(6-fluoro-2-oxoindol-5-yl)piperazin-1-yl)ethyl)-8-(furan-2-yl)thiazolo[5,4-e][1,2,4]triazolo[1,5-c]pyrimidin-2(3H)-one